(1,1-dimethyl-2-hydroxyethyl)-aminoisobutyric acid CC(CO)(C)CC(C(=O)O)(C)N